ClC=1C=C(C=CC1Cl)C(=O)N1[C@@H](C=2N(CC1)C(=NN2)C=2SC1=C(N2)C=CC(=C1)C)C (R)-(3,4-Dichlorophenyl)(8-methyl-3-(6-methylbenzo[d]thiazol-2-yl)-5,6-dihydro-[1,2,4]Triazolo[4,3-a]pyrazin-7(8H)-yl)methanone